[4-(6-amino-5-chloro-pyrimidin-4-yl)oxy-3-fluorophenyl]-4-methyl-2-phenyl-thiazole-5-carboxamide NC1=C(C(=NC=N1)OC1=C(C=C(C=C1)NC(=O)C1=C(N=C(S1)C1=CC=CC=C1)C)F)Cl